bis(2-(methyl-peroxy)propyl)amine COOC(CNCC(C)OOC)C